C(C1=CC=CC=C1)N1C2=NC=NC(=C2N=C1C1=C(C=C(C=C1)OCCN1[C@@H](CNCC1)C)Cl)OC1(CC1)C (R)-9-benzyl-8-(2-chloro-4-(2-(2-methylpiperazin-1-yl)ethoxy)phenyl)-6-(1-methyl-cyclopropoxy)-9H-purine